6-methyl-2-(perfluoroethyl)-4-(phenylthio)quinazoline CC=1C=C2C(=NC(=NC2=CC1)C(C(F)(F)F)(F)F)SC1=CC=CC=C1